2-quinolyl-acetamide N1=C(C=CC2=CC=CC=C12)CC(=O)N